S(=O)(=O)([O-])[O-].[NH4+].C(CCCCCCC)(=O)O.[NH4+] Caprylic Acid Ammonium Sulfate